1-(8-Amino-7-fluoro-6-(8-methyl-2,3-dihydro-1H-pyrido[2,3-b][1,4]oxazin-7-yl)isoquinolin-3-yl)-3-(2-(2,2,2-trifluoroethyl)-2-azaspiro[3.3]heptan-6-yl)urea NC=1C(=C(C=C2C=C(N=CC12)NC(=O)NC1CC2(CN(C2)CC(F)(F)F)C1)C1=C(C2=C(OCCN2)N=C1)C)F